CC1=CC(=CC=C1)C#CC 1-methyl-3-(prop-1-yn-1-yl)benzene